NC1=NN2C(C=C(C=C2)C=2C=C(C(=O)NCCC(C)C3=CC=CC=C3)C(=CN2)OC)=N1 2-(2-amino-[1,2,4]triazolo[1,5-a]pyridin-7-yl)-5-methoxy-N-(3-phenylbutyl)isonicotinamide